ClC=1C=C(C2=C(OCCO2)C1)NC1=NC=2N(C(=C1)NC)N=CC2NC(=O)NC 1-(5-((7-chloro-2,3-dihydrobenzo[b][1,4]dioxin-5-yl)amino)-7-(methylamino)pyrazolo[1,5-a]pyrimidin-3-yl)-3-methylurea